(ethylcarbamoyl)pyridinecarboxylic acid C(C)NC(=O)C=1C(=NC=CC1)C(=O)O